3-bromo-4-methoxy-1H-pyrazolo[3,4-d]pyrimidine BrC1=NNC2=NC=NC(=C21)OC